OCCCOC(C=C)=O hydroxypropylacrylate